1-(triethoxysilylmethyl)hexahydro-1,3-diazine C(C)O[Si](OCC)(OCC)CN1CNCCC1